N1CC(C1)NC(=O)C1CCN(CC1)C1=NC=C(C=N1)C=1C=CC=2N(C1)C(=C(N2)CC)N(C)C=2SC(=C(N2)C2=CC=C(C=C2)F)C#N N-(azetidin-3-yl)-1-(5-(3-((5-cyano-4-(4-fluorophenyl)thiazol-2-yl)(methyl)amino)-2-ethylimidazo[1,2-a]pyridin-6-yl)pyrimidin-2-yl)piperidine-4-carboxamide